FC(C=O)=CC=1OC=CN1 2-fluoro-3-(oxazol-2-yl)prop-2-en-1-one